C(C1=CC=CC=C1)C(CC(=O)O)CC(C)CC1=CC=CC=C1 3,5-dibenzylhexanoic acid